tert-Butyl N-[trans-3-[2-oxo-3-[3-oxo-4-(2-trimethylsilylethoxymethyl)pyrido[3,2-b][1,4]oxazin-6-yl]-1,3-oxazolidin-5-yl]cyclobutyl]carbamate O=C1OC(CN1C=1C=CC=2OCC(N(C2N1)COCC[Si](C)(C)C)=O)[C@@H]1C[C@H](C1)NC(OC(C)(C)C)=O